The molecule is a member of the class of phenylureas that is urea with 4-[[4-[(5-cyclopentylpyrazol-3-yl)amino]pyrimidin-2-yl]amino]phenyl and 3-[3-(trifluoromethyl)phenyl substituents at positions N1 and N3. It has a role as an antineoplastic agent. It is an aminopyrimidine, a secondary amino compound, a member of pyrazoles, a member of cyclopentanes and a member of phenylureas. C1CCC(C1)C2=CC(=NN2)NC3=NC(=NC=C3)NC4=CC=C(C=C4)NC(=O)NC5=CC=CC(=C5)C(F)(F)F